C(C)OCCC=1C(=NNC1)C(=O)N 4-(2-ethoxyethyl)-1H-pyrazole-3-carboxamide